3-[(3-fluorophenyl)methoxy]-5-{(rac)-1-[(1H-imidazol-2-yl)methyl]-5',6'-dihydrospiro[pyrrolidine-3,4'-pyrrolo[1,2-b]pyrazol]-2'-yl}pyridin-2-amine FC=1C=C(C=CC1)COC=1C(=NC=C(C1)C=1C=C2N(N1)CC[C@]21CN(CC1)CC=1NC=CN1)N |r|